2-((3-(((3R,4S)-4-hydroxy-4-methyltetrahydrofuran-3-yl)oxy)-1-(methyl-d3)-1H-pyrazol-4-yl)amino)-7-((S)-1-methoxypropan-2-yl)-7H-pyrrolo[2,3-d]pyrimidine-6-carbonitrile O[C@@]1([C@@H](COC1)OC1=NN(C=C1NC=1N=CC2=C(N1)N(C(=C2)C#N)[C@H](COC)C)C([2H])([2H])[2H])C